Methyl 3-[3-(2-formyl-3-hydroxyphenoxymethyl)thiomorpholine-4-carbonyl]pyridine-2-carboxylate C(=O)C1=C(OCC2N(CCSC2)C(=O)C=2C(=NC=CC2)C(=O)OC)C=CC=C1O